ClC1=C(C2=C(C=N1)N=C(S2)N2C(=CC=C2C)C)C 6-chloro-2-(2,5-dimethyl-1H-pyrrol-1-yl)-7-methylthiazolo[4,5-c]pyridine